C(C)N1C2=C([C@@H]([C@@H](C1=O)NC(C1=CC(=CC=C1)C(F)(F)F)=O)C1=CC=C(C=C1)F)C(=NN2C2=CC=CC=C2)NC N-((4S,5S)-7-ethyl-4-(4-fluorophenyl)-3-(methylamino)-6-oxo-1-phenyl-4,5,6,7-tetrahydro-1H-pyrazolo[3,4-b]pyridine-5-yl)-3-(trifluoromethyl)benzamide